FC1=NC(=C(N=C1F)F)F 2,3,5,6-tetrafluoropyrazine